2-(2-{7-bromo-3-[2-(3,4-dimethoxyphenyl)ethyl]-4-oxo-3,4-dihydroquinazolin-2-yl}ethyl)-2,3-dihydro-1H-isoindole-1,3-dione BrC1=CC=C2C(N(C(=NC2=C1)CCN1C(C2=CC=CC=C2C1=O)=O)CCC1=CC(=C(C=C1)OC)OC)=O